methyl 3-(hydroxymethyl)-4,5-dimethylthiophene-2-carboxylate OCC1=C(SC(=C1C)C)C(=O)OC